racemic-N-(5,6-difluoro-1H-indol-3-yl)-1-(1-(4-(trifluoromethyl)phenyl)ethyl)-1H-pyrazole-4-carboxamide FC=1C=C2C(=CNC2=CC1F)NC(=O)C=1C=NN(C1)[C@H](C)C1=CC=C(C=C1)C(F)(F)F |r|